2-[6-(ethylsulfanyl)-4-{3-[(4-methyl-1,2,4-triazol-3-yl)methyl]oxetan-3-yl}pyridin-2-yl]-6-{[(3S)-3-methylpiperidin-1-yl]methyl}-1-oxo-3H-isoindole-4-carboxylic acid C(C)SC1=CC(=CC(=N1)N1C(C=2C=C(C=C(C2C1)C(=O)O)CN1C[C@H](CCC1)C)=O)C1(COC1)CC1=NN=CN1C